5-Ethynyl-2-({4-[4-(oxetan-3-yl)piperazin-1-yl]phenyl}amino)-8-phenylpyrido[2,3-d]pyrimidin-7-one C(#C)C1=CC(N(C=2N=C(N=CC21)NC2=CC=C(C=C2)N2CCN(CC2)C2COC2)C2=CC=CC=C2)=O